C(C)OC(=O)C(C=NC1C(CCCC1)N=CC(C(C)=O)C(=O)OCC)C(C)=O.[Co] cobalt N,N'-bis[2-(ethoxycarbonyl)-3-oxobutylidene]-1,2-cyclohexanediamine